C(C)(C)(C)OC(CCCCCCCN1C(NC2=C1C=C(C=C2)C2CCN(CC2)C(=O)OC(C)(C)C)=O)=O tert-butyl 4-[3-(8-tert-butoxy-8-oxo-octyl)-2-oxo-1H-benzimidazol-5-yl]piperidine-1-carboxylate